N1C=NC2=C1C=CC(=C2)CNC=2C1=C(N=C(N2)OC[C@]23CCCN3C[C@@H](C2)F)C(=C(N=C1)C1=CC(=CC2=CC=C(C(=C12)CC)F)O)F 4-(4-(((1H-benzo[d]imidazol-5-yl)methyl)amino)-8-fluoro-2-(((2R,7aS)-2-fluorohexahydro-1H-pyrrolizin-7a-yl)methoxy)pyrido[4,3-d]pyrimidin-7-yl)-5-ethyl-6-fluoronaphthalen-2-ol